(S)-1-(4-acetyl-3-(3-chloro-5-(2-methyl-2H-tetrazol-5-yl)phenyl)piperazin-1-yl)but-2-yn-1-one C(C)(=O)N1[C@H](CN(CC1)C(C#CC)=O)C1=CC(=CC(=C1)C=1N=NN(N1)C)Cl